glyceryl tris(2-decyl)tetradecanoate CC(CCCCCCCC)C(CCCCCCCCCCCCC(=O)OCC(O)CO)(C(C)CCCCCCCC)C(C)CCCCCCCC